FC(OC1=NC=CC(=C1)C1(OCC1)C(=O)OC)F methyl 2-[2-(difluoromethoxy)pyridin-4-yl]oxetane-2-carboxylate